6-phenyl-1-methyl-1,5-dihydro-4H-pyrazolo[3,4-d]pyrimidin-4-one C1(=CC=CC=C1)C=1NC(C2=C(N1)N(N=C2)C)=O